4-(7-fluoro-imidazo[1,2-a]pyridin-3-yl)-7-((6-(((S)-3-fluoro-pyrrolidin-1-yl)methyl)-5-((S)-tetrahydrofuran-3-yl)pyridin-2-yl)amino)isoindolin-1-one FC1=CC=2N(C=C1)C(=CN2)C2=C1CNC(C1=C(C=C2)NC2=NC(=C(C=C2)[C@H]2COCC2)CN2C[C@H](CC2)F)=O